8-glycidyloxyoctyl-silane C(C1CO1)OCCCCCCCC[SiH3]